(3S)-4-(dimethylamino)-3-(9H-fluoren-9-ylmethoxycarbonylamino)-4-oxobutanoic acid-2-chlorotrityl ester ClC1=C(C(C2=CC=CC=C2)(C2=CC=CC=C2)OC(C[C@@H](C(=O)N(C)C)NC(=O)OCC2C3=CC=CC=C3C=3C=CC=CC23)=O)C=CC=C1